1-(trans-3-(4-(pyrazin-2-yl)-1H-1,2,3-triazol-1-yl)-4-(4-(trifluoromethyl)benzyloxy)pyrrolidin-1-yl)prop-2-en-1-one N1=C(C=NC=C1)C=1N=NN(C1)[C@@H]1CN(C[C@H]1OCC1=CC=C(C=C1)C(F)(F)F)C(C=C)=O